C(C)OC1=CC(=CC(=N1)C12C(C(C(C(C1)O)O2)C2=CC(=CC=C2)C(F)(F)F)C(=O)N)C(F)(F)F 6-ethoxy-4-(trifluoromethyl)pyridin-2-yl-5-hydroxy-3-(3-(trifluoromethyl)phenyl)-7-oxabicyclo[2.2.1]heptane-2-carboxamide